2-(1H-benzimidazol-2-yl)acetonitrile N1C(=NC2=C1C=CC=C2)CC#N